C(C1=CC=CC=C1)OCC1=NN(C(N1CC)=O)C=1C=C2C(=CC(=NC2=CC1F)C=1C(=NNC1Cl)C(F)(F)F)C(C)C ((benzyloxy)methyl)-1-(2-(5-chloro-3-(trifluoromethyl)-1H-pyrazol-4-yl)-7-fluoro-4-Isopropylquinolin-6-yl)-4-ethyl-1H-1,2,4-triazol-5(4H)-one